2-(2H-benzo[d][1,2,3]triazol-2-yl)-6-(2-phenylpropan-2-yl)-4-(2,4,4-trimethylpentan-2-yl)phenol N=1N(N=C2C1C=CC=C2)C2=C(C(=CC(=C2)C(C)(CC(C)(C)C)C)C(C)(C)C2=CC=CC=C2)O